Cl.C1(CC1)C=1C=C(C=CC1F)NC(=O)[C@@H]1[C@@H](NCC1)C (2S,3S)-N-(3-cyclopropyl-4-fluorophenyl)-2-methylpyrrolidine-3-carboxamide hydrochloride